O=CCC[C@@H]1CN(CCC1)C(=O)OC(C)(C)C tert-Butyl (3R)-3-(3-oxopropyl)piperidine-1-carboxylate